The molecule is a member of the class of ureas that is urea substituted by methyl groups at positions 1 and 3. CNC(=O)NC